COC1=CC2=C(N(N=N2)C2=CC=C(C=C2)C(C)NS(=O)(=O)N)C=C1 N-(1-(4-(5-methoxy-1H-benzo[d][1,2,3]triazol-1-yl)phenyl)ethyl)sulfamide